4-[4-(2,4-Dioxo-3-aza-bicyclo[3.1.1]hept-1-ylamino)-phenyl]-3,6-dihydro-2H-pyridine-1-carboxylic acid tert-butyl ester C(C)(C)(C)OC(=O)N1CCC(=CC1)C1=CC=C(C=C1)NC12C(NC(C(C1)C2)=O)=O